C(C1=CC=CC=C1)NC(C(C1=CC=CC=C1)N(C(C#C)=O)C1=CC2=C(COC2=O)C=C1)=O N-[2-(benzylamino)-2-oxo-1-phenylethyl]-N-(3-oxo-1,3-dihydro-2-benzofuran-5-yl)prop-2-ynamide